2-ethynyl-2-(hydroxymethyl)oxolan-3-ol tert-butyl-(4-bromopyridin-2-yl)(2,2,2-trifluoroethyl)carbamate C(C)(C)(C)C(C(F)(F)F)N(C(=O)OC1C(OCC1)(CO)C#C)C1=NC=CC(=C1)Br